ClC1=CC=C(N=N1)CNC1CCOCC1 N-[(6-chloropyridazin-3-yl)methyl]tetrahydropyran-4-amine